6-chloro-N-(4-chloro-5-ethylisoxazol-3-yl)-1H-indole-3-sulfonamide ClC1=CC=C2C(=CNC2=C1)S(=O)(=O)NC1=NOC(=C1Cl)CC